1-(4-((2-chloro-6-((3S,4S)-4-(3,4-dihydroisoquinolin-2(1H)-yl)-3-hydroxypiperidin-1-carbonyl)pyrimidin-4-yl)amino)piperidin-1-yl)ethan-1-one ClC1=NC(=CC(=N1)NC1CCN(CC1)C(C)=O)C(=O)N1C[C@@H]([C@H](CC1)N1CC2=CC=CC=C2CC1)O